tert-butyl (1R,5R,7s)-6-(8-fluoro-7-(7-fluoro-8-((triisopropylsilyl)ethynyl)naphthalen-1-yl)-2-methoxy-1,6-naphthyridin-4-yl)-7-methyl-2,6-diazabicyclo[3.2.0]heptane-2-carboxylate FC=1C(=NC=C2C(=CC(=NC12)OC)N1[C@@H]2CCN([C@@H]2[C@@H]1C)C(=O)OC(C)(C)C)C1=CC=CC2=CC=C(C(=C12)C#C[Si](C(C)C)(C(C)C)C(C)C)F